C(C)(C)(C)OC([C@H](C(C)C)COC1CCNCC1)=O.NCCC(CCC(CCC(CCC(CCC)=O)=O)=O)=O 1-amino-3,6,9,12-tetraoxopentadecane tert-butyl-(R)-3-methyl-2-((piperidin-4-yloxy)methyl)butanoate